C(=O)(C(=O)O)NC(=O)N The molecule is a 2-oxo monocarboxylic acid that is amino(oxo)acetic acid substituted by a carbamoylamino group at the nitrogen atom. It has a role as an Escherichia coli metabolite. It is a 2-oxo monocarboxylic acid and a member of ureas. It is a conjugate acid of an oxalurate.